ClC1=C(C=CC(=C1)Cl)N1N=C(C=C1)N 1-(2,4-dichlorophenyl)-1H-pyrazol-3-amine